CC(C)CCC[C@@H](C)[C@H]1CC[C@H]2[C@@H]3CC=C4CCCC[C@]4(C)[C@H]3CC[C@]12C Cholest-5-ene